5-(5-((1,3-dimethyl-2-oxo-2,3-dihydro-1H-benzo[d]imidazol-5-yl)(methyl)amino)pyrimidin-2-yl)-N-(3-(3-(2,6-dioxopiperidin-3-yl)benzofuran-5-yl)prop-2-yn-1-yl)-3-methylpicolinamide CN1C(N(C2=C1C=CC(=C2)N(C=2C=NC(=NC2)C=2C=C(C(=NC2)C(=O)NCC#CC=2C=CC1=C(C(=CO1)C1C(NC(CC1)=O)=O)C2)C)C)C)=O